2-((2-ethyl-4-(p-tolyl)but-2,3-dien-1-yl)oxy)naphthalene Methyl-(3R,3aR,8bS)-3-azido-5-bromo-4-isopropyl-1,2,3,3a,4,8b-hexahydrocyclopenta[b]indole-7-carboxylate COC(=O)C1=CC=2[C@H]3[C@@H](N(C2C(=C1)Br)C(C)C)[C@@H](CC3)N=[N+]=[N-].C(C)C(COC3=CC1=CC=CC=C1C=C3)=C=CC3=CC=C(C=C3)C